N-alpha-(2,4-dinitro-5-fluorophenyl)-L-alaninamide C[C@@H](C(=O)N)NC1=CC(=C(C=C1[N+](=O)[O-])[N+](=O)[O-])F